carbon cis-2-eicosenoic acid C(\C=C/CCCCCCCCCCCCCCCCC)(=O)O.[C]